di(tetradecyl)amine C(CCCCCCCCCCCCC)NCCCCCCCCCCCCCC